CCCCCCCCCCCCCCCCCCCCCCC(C(=O)N[C@@H](COP(=O)(O)O[C@@H]1[C@@H]([C@@H]([C@H]([C@@H]([C@H]1OC2[C@H]([C@H]([C@@H]([C@H](O2)COP(=O)(O)OC3[C@@H]([C@H](C([C@H]([C@H]3O)O)O)O)O)O)O)O)O)O)O)O)[C@@H](CCCCCCCCCCCCCCCCC)O)O The molecule is an inositol phosphomannosylinositol phosphoceramide compound having an inositol 1-phosphoryl group linked to the mannose residue (at the 6-position) and a tetracosanoyl group amide-linked to a C20 sphinganine base, with no hydroxylation at C-4 of the long-chain base and hydroxylation at C2 of the C24 very-long-chain fatty acid. It derives from a Man-1-2-Ins-1-P-Cer(d20:0/2-OH-24:0).